BrC=1C(=NN(C1NC(C)=O)C)C N-(4-bromo-1,3-dimethyl-1H-pyrazol-5-yl)acetamide